7-fluoro-1,3-benzothiazole-4-carbonitrile FC=1C=CC(=C2N=CSC21)C#N